3-(1-hydroxyethyl)-N,5-dimethoxy-N-methylbenzamide OC(C)C=1C=C(C(=O)N(C)OC)C=C(C1)OC